N-((4-(4-(6-(difluoromethyl)imidazo[1,2-b]pyridazin-3-yl)pyridin-2-yl)-1-methylpiperazin-2-yl)methyl)methanesulfonamide FC(C=1C=CC=2N(N1)C(=CN2)C2=CC(=NC=C2)N2CC(N(CC2)C)CNS(=O)(=O)C)F